1-(4-chlorophenyl)-N-ethyl-2,2,2-trifluoro-N-[2-methoxyethyl(methyl)sulfamoyl]ethanamine ClC1=CC=C(C=C1)C(C(F)(F)F)N(S(N(C)CCOC)(=O)=O)CC